1-(5-bromopyridin-2-yl)-2-methoxyethan-1-one BrC=1C=CC(=NC1)C(COC)=O